C1(CC1)C1=C(C(=NO1)C1=C(C=CC=C1Cl)Cl)C1=CC2(C1)CCN(CC2)C=2SC=1C(=NC=C(C1)C(=O)O)N2 (2-(5-cyclopropyl-3-(2,6-dichlorophenyl)isoxazol-4-yl)-7-azaspiro[3.5]non-1-en-7-yl)thiazolo[4,5-b]pyridine-6-carboxylic acid